OC[C@H]1COCC[C@@H]1C=1C=C(C=CC1)O 3-[(3S,4S)-3-(hydroxymethyl)tetrahydropyran-4-yl]phenol